(2S)-4-(tert-butoxy)-2-([[(9H-fluoren-9-yl)methoxy]carbonyl]amino)-4-oxobutanoic acid C(C)(C)(C)OC(C[C@@H](C(=O)O)NC(=O)OCC1C2=CC=CC=C2C=2C=CC=CC12)=O